2-Chloro-4-((3S)-8-(6-(4-((4-(3-((2,6-dioxopiperidin-3-yl)amino)phenyl)piperidin-1-yl)methyl)piperidine-1-carbonyl)pyridazin-3-yl)-3-methyl-2,8-diazaspiro[4.5]decan-2-yl)benzonitrile ClC1=C(C#N)C=CC(=C1)N1CC2(C[C@@H]1C)CCN(CC2)C=2N=NC(=CC2)C(=O)N2CCC(CC2)CN2CCC(CC2)C2=CC(=CC=C2)NC2C(NC(CC2)=O)=O